N=1C=NN2C1C=C(C=C2)OC2=C(C=C(C=C2)NC=2C1=C(N=CN2)C=CC(=N1)N1CCN([C@@H](CC1)C)C(\C=C\C(F)F)=O)C (R,E)-1-(4-(4-((4-([1,2,4]triazolo[1,5-a]pyridin-7-yloxy)-3-methylphenyl)amino)pyrido[3,2-d]pyrimidin-6-yl)-7-methyl-1,4-diazepan-1-yl)-4,4-difluorobut-2-en-1-one